OCC(C1COC1)NC(OCC1=CC=CC=C1)=O benzyl (2-hydroxy-1-(oxetan-3-yl)ethyl)carbamate